3-[5-fluoro-2-[4-hydroxy-6-[[(3R)-pyrrolidin-3-yl]methyl]pyrazolo[3,4-d]pyrimidin-1-yl]phenoxy]propanoic acid FC=1C=CC(=C(OCCC(=O)O)C1)N1N=CC=2C1=NC(=NC2O)C[C@@H]2CNCC2